N-(5-(6-(4-(methylsulfonyl)piperazin-1-yl)pyrazin-2-yl)thiophen-3-yl)pentanamide CS(=O)(=O)N1CCN(CC1)C1=CN=CC(=N1)C1=CC(=CS1)NC(CCCC)=O